2-(3-ethylsulfonyl-5-trifluoromethylpyridin-2-yl)-5-(trifluoromethylsulfinyl)benzoxazole C(C)S(=O)(=O)C=1C(=NC=C(C1)C(F)(F)F)C=1OC2=C(N1)C=C(C=C2)S(=O)C(F)(F)F